N(=[N+]=[N-])CC1(OC2=C(OC1)C=C(C=C2C(C)=O)F)C 1-(3-(azidomethyl)-7-fluoro-3-methyl-2,3-dihydrobenzo[b][1,4]dioxin-5-yl)ethan-1-one